2-(4,6-dichloro-2-(4-(ethylsulfonyl)benzyl)-1H-benzo[d]imidazol-5-yl)-N,N-dimethylaniline ClC1=C(C(=CC=2NC(=NC21)CC2=CC=C(C=C2)S(=O)(=O)CC)Cl)C2=C(N(C)C)C=CC=C2